C\C(=C/C(=O)O)\C=C\C1=C(CCCCC1)C#CC1=C(CCCC1(C)C)C (2E,4E)-3-Methyl-5-[2-(2,6,6-trimethyl-cyclohex-1-enylethynyl)-cyclohept-1-enyl]-penta-2,4-dienoic acid